O[C@H](C(=O)N1[C@@H]([C@H]2C([C@H]2C1)(C)C)C(=O)N[C@@H](C[C@H]1C(NCC1)=O)C(COC(F)(F)F)=O)C(C)(C)C (1r,2S,5S)-3-((S)-2-hydroxy-3,3-dimethylbutyryl)-6,6-dimethyl-N-((S)-3-oxo-1-((S)-2-oxopyrrolidin-3-yl)-4-(trifluoromethoxy)butan-2-yl)-3-azabicyclo[3.1.0]hexane-2-carboxamide